N-AcetylLactosamine C(C)(=O)N[C@H]1C(O)O[C@@H]([C@H]([C@@H]1O)O[C@H]1[C@H](O)[C@@H](O)[C@@H](O)[C@H](O1)CO)CO